FC=1C=C2C(=CNC(C2=CC1F)=O)CCN(C(=O)[C@@H]1NC2=CC=CC=C2C1)C (2R)-N-((1S)-(6,7-difluoro-1-oxo-1,2-dihydroisoquinolin-4-yl)ethyl)-N-methylindoline-2-carboxamide